2-(2,6-dioxopiperidin-3-yl)-5-(4-((1-(2-(4-(1,2-diphenylbut-1-en-1-yl)phenoxy)ethyl)piperidin-4-yl)methyl)piperazin-1-yl-2,2,3,3,5,5,6,6-d8)-4-fluoroisoindoline-1,3-dione O=C1NC(CCC1N1C(C2=CC=C(C(=C2C1=O)F)N1C(C(N(C(C1([2H])[2H])([2H])[2H])CC1CCN(CC1)CCOC1=CC=C(C=C1)C(=C(CC)C1=CC=CC=C1)C1=CC=CC=C1)([2H])[2H])([2H])[2H])=O)=O